N-[(4,5-difluoro-1-{[2-(trimethylsilyl)ethoxy]methyl}-1H-benzimidazol-2-yl)methyl]-N-(4-methoxybenzyl)-2-(morpholin-4-yl)-8-(pyridazin-4-yl)pyrazolo[1,5-a][1,3,5]triazin-4-amine FC1=C(C=CC=2N(C(=NC21)CN(C2=NC(=NC=1N2N=CC1C1=CN=NC=C1)N1CCOCC1)CC1=CC=C(C=C1)OC)COCC[Si](C)(C)C)F